FC1=C(C(=C2C=CNC2=C1)SC)OC=1C=C(C#N)C=CC1 3-((6-fluoro-4-(methylthio)-1H-indol-5-yl)oxy)benzonitrile